5-(4-((1-(hydroxymethyl)cyclobutyl)amino)-5-oxido-6,7-dihydrothieno[3,2-d]pyrimidin-2-yl)-4,5,6,7-tetrahydrooxazolo[4,5-c]pyridin-2-ylbenzonitrile OCC1(CCC1)NC=1C2=C(N=C(N1)N1CC3=C(CC1)OC(=N3)C3=C(C#N)C=CC=C3)CCS2=O